(9H-fluoren-9-yl)methyl (Z)-dibenzo[c,g][1,2,5]triazocine-11(12H)-carboxylate C1=CC=CC\2=C1CN(C1=C(\N=N2)C=CC=C1)C(=O)OCC1C2=CC=CC=C2C=2C=CC=CC12